N[C@]12CN(CC2C1)C=1N=CC(=NC1)C(=O)NC=1C=C(C=2N(C1)C=C(N2)C)F 5-((1R)-1-amino-3-azabicyclo[3.1.0]hexan-3-yl)-N-(8-fluoro-2-methylimidazo[1,2-a]pyridin-6-yl)pyrazine-2-carboxamide